4-isopropyl-6-methyl-2-oxo-1,2-dihydropyridine-3-carbonitrile C(C)(C)C1=C(C(NC(=C1)C)=O)C#N